ClC1=NC(=C2N=CN(C2=N1)CC1(CCCC1)O)N1[C@H](CN([C@@H](C1)C)C(C(C)C)C1=CC=C(C=C1)Cl)C 1-((2-chloro-6-((2S,5R)-4-(1-(4-chlorophenyl)-2-methylpropyl)-2,5-dimethylpiperazin-1-yl)-9H-purin-9-yl)methyl)cyclopentan-1-ol